N-ethyl-7-fluoro-1H-indazole-3-carboxamide C(C)NC(=O)C1=NNC2=C(C=CC=C12)F